N-(4,4-difluorocyclohexyl)-5-(1-(2,2-difluoroethyl)-2-methyl-1H-imidazo[4,5-b]pyridin-6-yl)-4-methoxy-7H-pyrrolo[2,3-d]pyrimidin-2-amine FC1(CCC(CC1)NC=1N=C(C2=C(N1)NC=C2C=2C=C1C(=NC2)N=C(N1CC(F)F)C)OC)F